C(C1=CC=CC=C1)NS(=O)=O N-benzyl-sulfonamide